OCCNC(C(O)C)=O N-(2-hydroxyethyl)-lactamide